4-Dimethylaminobenzoic acid methyl ester COC(C1=CC=C(C=C1)N(C)C)=O